3-Methyl-1,6-hexandiamin CC(CCN)CCCN